2-(dimethylamino)ethyl 3-(3-(3,5-dimethyl-1-((2-(trimethylsilyl)ethoxy)methyl)-1H-pyrazol-4-yl)propoxy)-4-fluorobenzoate CC1=NN(C(=C1CCCOC=1C=C(C(=O)OCCN(C)C)C=CC1F)C)COCC[Si](C)(C)C